(19R)-3-cyclopropyl-16-fluoro-10,19-dimethyl-20-oxa-3,4,9,10,11,23-hexaazapentacyclo[19.3.1.02,6.08,12.013,18]pentacosa-1(24),2(6),4,8,11,13,15,17,21(25),22-decaen-22-amine C1(CC1)N1C=2C3=CN=C(C(O[C@@H](C4=CC(=CC=C4C4=NN(N=C4CC2C=N1)C)F)C)=C3)N